O,O-diethyl (2-(piperidin-4-yl)ethyl)phosphonothioate N1CCC(CC1)CCP(OCC)(OCC)=S